N1(CCNCCCN(CCC1)CC=1C(=C(C(=O)N)C=C(C1)C)O)CC=1C(=C(C(=O)N)C=C(C1)C)O 3'-[1,4,8-triazacycloundecane-1,8-diylbis(methylene)]bis(2-hydroxy-5-methylbenzamide)